C(CCCCCCCCCCCCCCC)[N+](C)(C)C.O water, cetyl-trimethyl-ammonium salt